C1(=CC(=CC=C1)C=1C=CC2=C(C1)C=1N=CN=C(C1O2)C=2C=C(C=CC2)C2=CC=C(C=C2)C2=CC=CC1=C2SC2=C1C=CC=C2)C2=CC=C(C=C2)C2=CC=CC=C2 8-(1,1':4',1''-terphenyl-3-yl)-4-[4'-(dibenzothiophen-4-yl)biphenyl-3-yl]-[1]benzofuro[3,2-d]pyrimidine